C1(CC1)C1=NC=NC(=C1C1=NC(=C2NC=NC2=N1)SCC1=CC=C(C=C1)C=1N(C=C(N1)C(F)(F)F)C(C)C)OC 2-(4-cyclopropyl-6-methoxypyrimidin-5-yl)-6-((4-(1-isopropyl-4-(trifluoromethyl)-1H-imidazol-2-yl)benzyl)thio)-7H-purine